1,1-dioxido-2,3-dihydrothiophen-3-yl 4-benzyl-3-methylbenzenesulfonate C(C1=CC=CC=C1)C1=C(C=C(C=C1)S(=O)(=O)OC1CS(C=C1)(=O)=O)C